ethyl 8-methoxy-9-(4,4,5,5-tetramethyl-1,3,2-dioxaborolan-2-yl)-1-(1,3,4-thiadiazol-2-yl)-5,6-dihydropyrrolo[2,1-a]isoquinoline-3-carboxylate COC=1C=C2CCN3C(C2=CC1B1OC(C(O1)(C)C)(C)C)=C(C=C3C(=O)OCC)C=3SC=NN3